2-(chloromethyl)-5-fluoro-1-{[2-(trimethylsilyl)ethoxy]methyl}-1H-benzimidazole ClCC1=NC2=C(N1COCC[Si](C)(C)C)C=CC(=C2)F